BrC(=O)OCCC(C)C 3-methylbutyl bromoformate